C(C1=CC=CC=C1)OC(=O)N1[C@](CN[C@H](C1)CO)(C)C(C)(C)C tert-butyl-(2R,5R)-5-(hydroxymethyl)-2-methylpiperazine-1-carboxylic acid benzyl ester